1-(2-(Trifluoromethyl)pyridin-4-yl)ethanol FC(C1=NC=CC(=C1)C(C)O)(F)F